COC1=CC=C2C(=N1)NC(=N2)CC#N 2-(5-methoxy-3H-imidazo[4,5-b]pyridin-2-yl)acetonitrile